C1(=C(C=CC=C1)N=C=NC1=C(C=CC=C1)C)C N,N'-Di-o-tolylcarbodiimide